N2-(6-(3-oxa-6-azabicyclo[3.1.1]heptan-6-yl)-2-methylpyridin-3-yl)spiro[3.3]heptane-2,6-diamine C12COCC(N1C1=CC=C(C(=N1)C)NC1CC3(C1)CC(C3)N)C2